(S)-6-chloro-4-(2-(hydroxymethyl)piperidin-1-yl)pyrimidin-2(1H)-one ClC1=CC(=NC(N1)=O)N1[C@@H](CCCC1)CO